BrC1=CC=C2CCCOC2=C1O 7-bromochroman-8-ol